O=C1N(CC2=CC(=CC=C12)O[C@@H]1[C@@H](CCC1)N1CCCC1)C1C(NC(CC1)=O)=O 3-(1-oxo-5-(((1S,2R)-2-(pyrrolidin-1-yl)cyclopentyl)oxy)isoindolin-2-yl)piperidine-2,6-dione